dimethyl 3,3'-[(6,6'-diphenyl[1,1'-binaphthalene]-2,2'-diyl)bis(oxymethylene)]dibenzoate C1(=CC=CC=C1)C=1C=C2C=CC(=C(C2=CC1)C1=C(C=CC2=CC(=CC=C12)C1=CC=CC=C1)OCC=1C=C(C(=O)OC)C=CC1)OCC=1C=C(C(=O)OC)C=CC1